Dimethyl 4-bromo-3-oxo-5,7-dihydro-2H-cyclopenta[c]pyridine-6,6-dicarboxylate BrC1=C2C(=CNC1=O)CC(C2)(C(=O)OC)C(=O)OC